O=C1NC(CCC1N1C(C2=CC(=C(C=C2C1=O)F)N1CCN(CC1)CC1CCNCC1)=O)=O 2-(2,6-dioxo-3-piperidyl)-5-fluoro-6-[4-(4-piperidylmethyl)piperazin-1-yl]isoindoline-1,3-dione